(S)-2-((5-chloro-1-tosyl-1H-pyrrolo[3,2-b]pyridin-2-yl)methyl)-5-fluoro-1'-(2-(trifluoromethoxy)ethyl)spiro[isoindoline-1,3'-pyrrolidine]-2',3-dione ClC1=CC=C2C(=N1)C=C(N2S(=O)(=O)C2=CC=C(C)C=C2)CN2C(C1=CC(=CC=C1[C@@]21C(N(CC1)CCOC(F)(F)F)=O)F)=O